ClC=1C(=CC=C2C=CC=C(C12)C1=NC=C2C(=C(C=NC2=C1F)C)N1CCN(CC1)C(=O)OC(C)(C)C)F tert-butyl 4-(7-(8-chloro-7-fluoronaphthalen-1-yl)-8-fluoro-3-methyl-1,6-naphthyridin-4-yl)piperazine-1-carboxylate